butyl-1,7-diazaspiro[4.5]decane-7-carboxylate C(CCC)OC(=O)N1CC2(CCCN2)CCC1